tert-butyl (2S,6R)-4-(8-bromopyrido[3,4-b]pyrazin-5-yl)-2,6-dimethyl-piperazine-1-carboxylate BrC1=CN=C(C2=NC=CN=C21)N2C[C@@H](N([C@@H](C2)C)C(=O)OC(C)(C)C)C